CN1N=CC=C1C(=O)C12CC(C1)(C2)C(=O)OC methyl 3-(1-methyl-1H-pyrazole-5-carbonyl)-bicyclo[1.1.1]pentane-1-carboxylate